1-(4-methylbenzyl)pyridine CC1=CC=C(CN2CC=CC=C2)C=C1